((2,2-difluoro-1-(2-nitrophenyl)but-3-en-1-yl)oxy)triethylsilane FC(C(C1=C(C=CC=C1)[N+](=O)[O-])O[Si](CC)(CC)CC)(C=C)F